2-amino-8-chloro-3-(6-chloropyridin-3-yl)pyrazolo[5,1-b]quinazolin-9(4H)-one NC1=NN2C(NC=3C=CC=C(C3C2=O)Cl)=C1C=1C=NC(=CC1)Cl